benzyl (5-((2S,4R)-1-((R)-2-(2-naphthamido)-3-cyclohexylpropanoyl)-4-(4-(2-hydroxypropan-2-yl)-1H-1,2,3-triazol-1-yl)pyrrolidine-2-carboxamido)-7-amino-6,7-dioxoheptyl)carbamate C1=C(C=CC2=CC=CC=C12)C(=O)N[C@@H](C(=O)N1[C@@H](C[C@H](C1)N1N=NC(=C1)C(C)(C)O)C(=O)NC(CCCCNC(OCC1=CC=CC=C1)=O)C(C(=O)N)=O)CC1CCCCC1